O=S1(CNCC1)=O 1,1-dioxidothiazolidine